tert-butyl 8-[4-[3-chloro-4-(cyclopropylmethoxy)-2-fluoro-anilino]pyrido[3,2-d]pyrimidin-6-yl]-3,8-diazabicyclo[3.2.1]octane-3-carboxylate ClC=1C(=C(NC=2C3=C(N=CN2)C=CC(=N3)N3C2CN(CC3CC2)C(=O)OC(C)(C)C)C=CC1OCC1CC1)F